6-bromo-N-methyl-pyrazin-2-amine BrC1=CN=CC(=N1)NC